ClC=1C=CC2=C(C(=C(O2)S(=O)(=O)C=2C=CC(NN2)=O)C)C1 6-(5-chloro-3-methyl-benzofuran-2-sulfonyl)-2H-pyridazin-3-one